4-{[4-(5-chloro-6-cyclobutoxy-pyridin-2-yl)-2,6-difluoro-phenyl]-methyl-amino}-butyric acid ClC=1C=CC(=NC1OC1CCC1)C1=CC(=C(C(=C1)F)N(CCCC(=O)O)C)F